2-[(3,4-Dimethylphenyl)carbonyl]-3-[(4-methoxyphenyl)amino]prop-2-enoate CC=1C=C(C=CC1C)C(=O)C(C(=O)[O-])=CNC1=CC=C(C=C1)OC